[N+](=[N-])=C[Si](C)(C)C diazomethyl-tris(methyl)silane